aminonicotinic acid methyl ester COC(C1=C(N=CC=C1)N)=O